4-(6-(6-(4-methoxypyridin-3-yl)-4-methyl-1H-pyrazolo[4,3-c]pyridin-1-yl)-4-((2R,3S)-2-methyl-3-((methylsulfonyl)methyl)azetidin-1-yl)pyridin-2-yl)thiazole COC1=C(C=NC=C1)C1=CC2=C(C(=N1)C)C=NN2C2=CC(=CC(=N2)C=2N=CSC2)N2[C@@H]([C@H](C2)CS(=O)(=O)C)C